tetrahydro-1H-benzo[d][1,2,3]triazol N1NNC2C1=CC=CC2